NC1=C(C=C(C=C1)N1CCN(CC1)C(=O)[O-])OC 4-(4-Amino-3-methoxyphenyl)piperazine-1-carboxylate